S-ethyl carbonothioate C(SCC)([O-])=O